4-(2-Chloro-4-(trifluoro-methyl)phenoxy)-2-methyl-6-nitroaniline ClC1=C(OC2=CC(=C(N)C(=C2)[N+](=O)[O-])C)C=CC(=C1)C(F)(F)F